2-(3,5-dimethyl-1H-pyrazol-4-yl)-6-methylpiperazine CC1=NNC(=C1C1NC(CNC1)C)C